tert-butyl(3-(3-(2-(2-methoxyethoxy)ethoxy)phenyl)imidazo[1,2-a]pyridin-6-yl)(methyl)carbamate C(C)(C)(C)OC(N(C)C=1C=CC=2N(C1)C(=CN2)C2=CC(=CC=C2)OCCOCCOC)=O